FC1=CN=C2N1C=C(N=C2C2=CC=C(C=C2)C(F)(F)F)C#N 3-fluoro-8-(4-(trifluoromethyl)phenyl)imidazo[1,2-a]pyrazine-6-carbonitrile